C(C)(=O)OC1=CC(O)=CC(O)=C1 PHLOROGLUCINOL ACETATE